BrC1=CC=C(C(=O)NC[C@@H]2COCC2)C=C1 (R)-4-bromo-N-((tetrahydrofuran-3-yl)methyl)benzamide